CC=1C(C(CCC1)(C)C)C=CC(C)=O 4-(2,6,6-Trimethylcyclohex-2-en-1-yl)-but-3-en-2-on